C(C=C)(=O)N1CCN(CC1)C1=NC(=NC2=C(C(=C(C=C12)Cl)C1=CC=C(C2=C1N=C(S2)N)F)F)NCCC(=O)N(C)C 3-((4-(4-propenoylpiperazin-1-yl)-7-(2-amino-7-fluorobenzo[d]thiazol-4-yl)-6-chloro-8-fluoroquinazolin-2-yl)amino)-N,N-dimethylpropionamide